(2S,3S)-2-amino-N-(2-benzoyl-4-methylphenyl)-3-methylpentanamide N[C@H](C(=O)NC1=C(C=C(C=C1)C)C(C1=CC=CC=C1)=O)[C@H](CC)C